C(#N)CCOC=1C=C(C(=O)NC)C=CC1NCC#CC=1N(C2=CC=CC(=C2C1)NC1CCC(CC1)N1CC2(COC2)C1)CC(F)(F)F 3-(2-cyanoethoxy)-N-methyl-4-{[3-(4-{[(1R,4R)-4-{2-oxa-6-azaspiro[3.3]heptan-6-yl}cyclohexyl]amino}-1-(2,2,2-trifluoroethyl)-1H-indol-2-yl)prop-2-yn-1-yl]amino}benzamide